tert-butyl (2S,5R)-1-benzyl-5-(2-((methylsulfonyl)oxy)ethyl)pyrrolidine-2-carboxylate C(C1=CC=CC=C1)N1[C@@H](CC[C@@H]1CCOS(=O)(=O)C)C(=O)OC(C)(C)C